C(C(=O)O)(=O)O.O(C1=CC=CC=C1)C1=NC(=C2NC=NC2=N1)NC1CCCCC1.O(C1=CC=CC=C1)C1=NC(=C2NC=NC2=N1)NC1CCCCC1 2-Phenoxy-6-(cyclohexylamino)purine hemioxalate